2-CHLORO-4-CYANOPHENYLBORONIC ACID ClC1=C(C=CC(=C1)C#N)B(O)O